C1(CC1)OC1=C(C=O)C=CN=C1NC 3-CYCLOPROPOXY-2-(METHYLAMINO)ISONICOTINALDEHYDE